C(C)(C)(C)C1(N(CCCC1NS(=O)(=O)C)C(=O)OC=1C=NC=C(C1)C1=CN=C(S1)C1=C2N=CC(=NC2=CC(=C1)C)OC(F)F)CC=1C=C(C=CC1)C1=C(C=CC=C1)O 5-(2-(2-(difluoromethoxy)-7-methylquinoxalin-5-yl)thiazol-5-yl)pyridin-3-ol tert-butyl-2-((2'-hydroxy-[1,1'-biphenyl]-3-yl)methyl)-3-(methyl-sulfonamido)piperidine-1-carboxylate